(1-[4-[[2,6-dioxo-3-piperidyl]amino]-2-fluoro-phenyl]-4-hydroxy-azepan-4-yl)acetic acid hydrochloride Cl.O=C1NC(CCC1NC1=CC(=C(C=C1)N1CCC(CCC1)(O)CC(=O)O)F)=O